BrC=1C=C(C=CC1F)N1N=C(C=2CCCC(C12)=O)C(F)(F)F 1-(3-bromo-4-fluoro-phenyl)-3-(trifluoromethyl)-5,6-dihydro-4H-indazol-7-one